NC1=CC=C(C=N1)/C=C/C(=O)NCC=1OC2=C(C1)C=C(C=C2Cl)C2=CC=C(C(=O)O)C=C2 (E)-4-(2-((3-(6-aminopyridin-3-yl)acrylamido)methyl)-7-chlorobenzofuran-5-yl)benzoic acid